((2S)-1-(4-amino-5-iodo-7H-pyrrolo[2,3-d]pyrimidin-7-yl)pent-4-en-2-yl-1-d)carbamic acid tert-butyl ester C(C)(C)(C)OC(N[C@H](C([2H])N1C=C(C2=C1N=CN=C2N)I)CC=C)=O